C(#C)C1=C2C(=CC(=CC2=CC=C1F)O)C1=C(C=2N=C(N=C(C2C=N1)N1C2(CC2)CCOCC1)OC[C@]12CCCN2C[C@@H](C1)F)F 5-ethynyl-6-fluoro-4-(8-fluoro-2-(((2R,7aS)-2-fluorotetrahydro-1H-pyrrolizin-7a(5H)-yl)methoxy)-4-(7-oxa-4-azaspiro[2.6]nonan-4-yl)pyrido[4,3-d]pyrimidin-7-yl)naphthalen-2-ol